ethyl (S)-3-(benzyl((R)-1-phenylethyl)amino)-3-(6-fluoro-3'-methoxybiphenyl-3-yl)propanoate C(C1=CC=CC=C1)N([C@@H](CC(=O)OCC)C=1C=C(C(=CC1)F)C1=CC(=CC=C1)OC)[C@H](C)C1=CC=CC=C1